[NH4+].[NH4+].C(C)N1CSC2=C1C=CC(=C2)S(=O)(=O)[O-].C(C)N2CSC1=C2C=CC(=C1)S(=O)(=O)[O-] bis-[3-ethylbenzothiazoline-6-sulfonic acid]-diammonium salt